ClC1=CN(CS1)C1=NNC(=C1)C 5-chloro-N-(5-methyl-1H-pyrazol-3-yl)thiazole